4-[[(1S,1S)-4-bromo-6-chloro-2-(dimethylamino)-2,3-dihydro-1H-inden-1-yl]oxy]-3-methylbenzene BrC1=C2CC([C@H](C2=CC(=C1)Cl)OC1=C(C=CC=C1)C)N(C)C